CN1C(=NN=C1)C1(CC(C1)C)C1=CC(=CC=C1)Br 4-methyl-3-[(1r,3s)-1-(3-bromophenyl)-3-methylcyclobutyl]-1,2,4-triazole